(R)-4-(((2-hydroxyethyl)amino)methyl)-N-(3-(6-methoxy-3'-methyl-5-((((5-oxopyrrolidin-2-yl)methyl)amino)methyl)-[2,4'-bipyridin]-2'-yl)-2-methylphenyl)picolinamide OCCNCC1=CC(=NC=C1)C(=O)NC1=C(C(=CC=C1)C1=NC=CC(=C1C)C1=NC(=C(C=C1)CNC[C@@H]1NC(CC1)=O)OC)C